8-aza-1-phosphatricyclo[3.3.0.02,6]octane P12C3CCC2C3CN1